di(n-pentyl)amine C(CCCC)NCCCCC